2-(4-(4-(aminomethyl)-1-oxo-1,2-dihydrophthalazin-6-yl)-1-methyl-1H-pyrazol-5-yl)-6-chloro-4-methylbenzonitrile NCC1=NNC(C2=CC=C(C=C12)C=1C=NN(C1C1=C(C#N)C(=CC(=C1)C)Cl)C)=O